CN1CC2=C(C=3C=CC=C(C13)NC(OC(C)(C)C)=O)N=CN=C2 tert-butyl (6-methyl-5,6-dihydropyrimido[5,4-c]quinolin-7-yl)carbamate